ClC1=CC(=NC(=C1)C12COCC2C1)N[C@@H](CO)C (2R)-2-[(4-chloro-6-[3-oxabicyclo[3.1.0]hexan-1-yl]pyridin-2-yl)amino]propan-1-ol